C(#C)C=1C(=CC=C2C=CC=C(C12)C1=CC=C2C(=NC(=NC2=C1F)OC[C@]12CCCN2C[C@@H](C1)F)N1C[C@@H](NCC1)CC#N)F 2-((S)-4-(7-(8-ethynyl-7-fluoronaphthalen-1-yl)-8-fluoro-2-(((2R,7aS)-2-fluorotetrahydro-1H-pyrrolizin-7a(5H)-yl)methoxy)quinazolin-4-yl)piperazin-2-yl)acetonitrile